ClC=1C=C2CCCC(C2=CC1)(COC1=C(C=C(C=C1)I)[N+](=O)[O-])CO (6-Chloro-1-((4-iodo-2-nitrophenoxy)methyl)-1,2,3,4-tetrahydronaphthalen-1-yl)methanol